Ethyl (S)-3-(4-fluoro-2'-(hex-5-en-1-yl)-4',6'-dimethyl-5-(trifluoromethyl)-[1,1'-biphenyl]-3-yl)-3-((R)-2-((methylsulfonyl)oxy)pent-4-enamido)propanoate FC1=C(C=C(C=C1C(F)(F)F)C1=C(C=C(C=C1C)C)CCCCC=C)[C@H](CC(=O)OCC)NC([C@@H](CC=C)OS(=O)(=O)C)=O